FC(C(C(F)(F)F)F)(OC1=C(C=CC(=C1)Cl)Cl)F 1,1,2,3,3,3-hexafluoropropoxy-2,5-dichlorobenzene